BrC1=CC=C(S1)C(=O)O 5-Bromo-2-carboxythiophene